Bromo-2-chloro-3-(dimethoxymethyl)pyridine BrC1=C(C(=NC=C1)Cl)C(OC)OC